ClC=1C=C(C(=O)NC2CC23CCN(CC3)CCC3=CC=C(C=C3)OC)C=C(C1)Cl 3,5-dichloro-N-(6-(4-methoxyphenethyl)-6-azaspiro[2.5]oct-1-yl)benzamide